1-(2-fluorophenyl)-N-(7-methoxy-6-{[2-(pyrrolidin-1-yl)ethoxy]methyl}-1H,2H,3H-cyclopenta[b]quinolin-9-yl)piperidin-4-amine FC1=C(C=CC=C1)N1CCC(CC1)NC1=C2C(=NC=3C=C(C(=CC13)OC)COCCN1CCCC1)CCC2